CC1(OB(OC1(C)C)C=1C=NN(C1)C(CC(F)(F)F)C1=CC=C(C=C1)F)C 4-(4,4,5,5-tetramethyl-1,3,2-dioxaborolan-2-yl)-1-(3,3,3-trifluoro-1-(4-fluorophenyl)propyl)-1H-pyrazole